6-bromo-2H-naphtho[1,8-cd]isothiazole 1,1-dioxide BrC=1C2=CC=CC=3NS(C(C32)=CC1)(=O)=O